(R)-N-methyl-N-(1-(8-((3-methyl-4-((1-methyl-1H-benzo[d][1,2,3]triazol-5-yl)oxy)phenyl)amino)pyrimido[5,4-d]pyrimidin-2-yl)piperidin-3-yl)acrylamide CN(C(C=C)=O)[C@H]1CN(CCC1)C=1N=CC2=C(N1)C(=NC=N2)NC2=CC(=C(C=C2)OC2=CC1=C(N(N=N1)C)C=C2)C